C(CCCCCCCCCCC)C=1C(=C(C=CC1)S(=O)(=O)O)OC1=C(C=CC=C1)S(=O)(=O)[O-] dodecyl-(sulfonatophenoxy)benzenesulfonic acid